2-(3,5-dichloro-4-((2-cyclopropylquinolin-6-yl)oxy)phenyl)-3,5-dioxo-2,3,4,5-tetrahydro-1,2,4-triazine-6-carbonitrile ClC=1C=C(C=C(C1OC=1C=C2C=CC(=NC2=CC1)C1CC1)Cl)N1N=C(C(NC1=O)=O)C#N